NC/C(/CN1N=CN(C1=O)C=1SC(=CN1)C1=CC=C2CC(NC2=C1)=O)=C\F 6-(2-{1-[(2E)-2-(aminomethyl)-3-fluoroprop-2-en-1-yl]-5-oxo-1,5-dihydro-4H-1,2,4-triazol-4-yl}-1,3-thiazol-5-yl)-1,3-dihydro-2H-indol-2-one